C(C)(C)(C)OC(NCC(COC1=C(C(=CC=C1)C)C(OC)OC)O)=O (3-(2-(dimethoxymethyl)-3-methylphenoxy)-2-hydroxypropyl)carbamic acid tert-butyl ester